C(C)(=O)O[C@@H]1[C@@H](O[C@@H]([C@H]1O)CO)N1C(N=C(C=C1)NC(C)=O)=O (2R,3S,4R,5R)-2-(4-acetamido-2-oxopyrimidin-1(2H)-yl)-4-hydroxy-5-(hydroxymethyl)tetrahydrofuran-3-yl acetate